biphenyl-2,4-diamine C=1(C(=CC(=CC1)N)N)C1=CC=CC=C1